tetrahydro-acridine-3-carboxamide C1CC(CC2=NC3=CC=CC=C3C=C12)C(=O)N